FC(C=1C(=C(C=CC1)[C@@H](C)NC1=C2C(=C(N=N1)C)N=CC(=C2)N2CCC(CC2)OC)F)F (R)-N-(1-(3-(difluoromethyl)-2-fluorophenyl)ethyl)-3-(4-methoxypiperidin-1-yl)-8-methylpyrido[2,3-d]pyridazin-5-amine